CC[C@H](C=C[C@@H](C)[C@H]1CC[C@H]2[C@@H]3CCC4=CCCC[C@]4(C)[C@H]3CC[C@]12C)C(C)C stigmast-4,22-diene